OC(=O)C(F)(F)F.[C@H]12CNC[C@@H]2C1C(=O)C=1SC=C(C1)C (1R,5S,6r)-3-azabicyclo[3.1.0]Hexane-6-Yl-(4-methyl-2-thienyl)Methanone TFA salt